4-(2-furyl)-2-(3-methoxypropylamino)-6-[[3-(trifluoromethyl)phenyl]methylamino]pyrimidine O1C(=CC=C1)C1=NC(=NC(=C1)NCC1=CC(=CC=C1)C(F)(F)F)NCCCOC